NC1COC(OC1)CCNC(=O)C=1C=C(C2=C([C@@](CO2)(C2=CC=CC=C2)CC)C1)C(=O)NC |o1:17| (S*)-N5-(2-((2r,5S)-5-amino-1,3-dioxan-2-yl)ethyl)-3-ethyl-N7-methyl-3-phenyl-2,3-dihydrobenzofuran-5,7-dicarboxamide